2-(6-hydrazinopyridin-3-yl)-4-phenylthiazole N(N)C1=CC=C(C=N1)C=1SC=C(N1)C1=CC=CC=C1